(Z)-1-(4-amino-2-fluorobut-2-en-1-yl)-4-(2-fluoro-5-(hydroxymethyl)phenyl)-1H-benzo[d]imidazol-6-carbonitrile Hydrochloride Cl.NC\C=C(\CN1C=NC2=C1C=C(C=C2C2=C(C=CC(=C2)CO)F)C#N)/F